4-methyl-2-(prop-1-en-2-yl)pyridin-3-amine CC1=C(C(=NC=C1)C(=C)C)N